O1COC2=C1C=CC(=C2)NC2=NC(=NC1=CC=C(C=C21)NC(C2=CC=C(C=C2)C(C)(C)C)=O)C2=CC1=CC=CC=C1C=C2 N-(4-(Benzo[d][1,3]dioxol-5-ylamino)-2-(naphthalen-2-yl)quinazolin-6-yl)-4-(tert-butyl)benzamide